1-(2-(1-(2-((2-(4-(2-hydroxyethyl) piperidin-1-yl) ethyl) disulfanyl) ethyl) piperidin-4-yl) ethyl) 9-nonyl azelate C(CCCCCCCC(=O)OCCCCCCCCC)(=O)OCCC1CCN(CC1)CCSSCCN1CCC(CC1)CCO